C(#N)C=1C(=NC=C2C1N(C(=N2)NC=2C(N(C=C(C2)C2CC2)C)=O)C)OC2=CC(=NC=C2)NC(C)=O N-(4-((7-cyano-2-((5-cyclopropyl-1-methyl-2-oxo-1,2-dihydropyridin-3-yl)amino)-1-methyl-1H-imidazo[4,5-d]pyridin-6-yl)oxy)pyridin-2-yl)acetamide